5-{[(oxan-4-yl)amino]methyl}-1-(2,2,2-trifluoroethyl)-1H-indol O1CCC(CC1)NCC=1C=C2C=CN(C2=CC1)CC(F)(F)F